NC=1CC(=CC2=C(N1)C=C(C=C2F)Br)C(=O)O 2-amino-8-bromo-6-fluoro-3H-benzo[b]azepin-4-carboxylic acid